5-chloro-N'-hydroxy-3-[4-(trifluoromethyl)phenyl]sulfinyl-pyridine-2-carboxamidine ClC=1C=C(C(=NC1)C(=NO)N)S(=O)C1=CC=C(C=C1)C(F)(F)F